S(N)(OCC[C@H]1OC2(O[C@@H]1C1=CC=CC=C1)CCCCC2)(=O)=O 2-((2R,3R)-3-phenyl-1,4-dioxaspiro[4.5]decan-2-yl)ethyl sulfamate